2-azabutanamide C(NCC)(=O)N